[N+](=O)([O-])[O-].[Cu+2].[N+](=O)([O-])[O-] COPPER(II) NITRATE